N1N=CC(=C1)C1=CC=C(OC2=NC=NC(=N2)N2CCNCC2)C=C1 2-(4-(1H-pyrazol-4-yl)phenoxy)-4-(piperazin-1-yl)-1,3,5-triazine